((2R,3S,5R)-3-((tert-butyldimethylsilyl)oxy)-5-(6-(((R)-1-cyanopropan-2-yl)oxy)-2-isobutyramido-9H-purin-9-yl)tetrahydrofuran-2-yl)methyl (R)-dimethylphosphoramidochloridate CN([P@](OC[C@H]1O[C@H](C[C@@H]1O[Si](C)(C)C(C)(C)C)N1C2=NC(=NC(=C2N=C1)O[C@@H](CC#N)C)NC(C(C)C)=O)(=O)Cl)C